3-(4,5-difluoro-1-(pyridazin-3-ylmethyl)-benzimidazol-2-yl)-4-methyl-1,2,5-oxadiazole FC1=C(C=CC=2N(C(=NC21)C2=NON=C2C)CC=2N=NC=CC2)F